C(C)(=O)OC1COC(C=C1)O[Si](C)(C)C(C)(C)C 6-(tert-butyldimethylsilyloxy)-3,6-dihydro-2H-pyran-3-yl acetate